C(OCC(=C(Br)Br)Br)(OC)=O 2,3,3-tribromo-2-propenyl methyl carbonate